N-(4-(2,4-difluorophenoxy)-3-(2-methoxy-6-methylpyridin-4-yl)phenyl)ethanesulfonamide FC1=C(OC2=C(C=C(C=C2)NS(=O)(=O)CC)C2=CC(=NC(=C2)C)OC)C=CC(=C1)F